4-(Boc-amino)butyric acid C(=O)(OC(C)(C)C)NCCCC(=O)O